C(C)(C)(C)OC(NCC1=CC(=CC(=C1)F)C=1C=NN(C1)C1=CC=C(C=C1)C#N)=O (3-(1-(4-Cyanophenyl)-1H-pyrazol-4-yl)-5-fluorobenzyl)carbamic acid tert-butyl ester